(3-methoxyphenyl)-1,2-ethanediol COC=1C=C(C=CC1)C(CO)O